FC1=C(C=C(C(=O)O)C=C1)S(=O)(=O)CCO 4-fluoro-3-[(2-hydroxyethyl)sulfonyl]benzoic acid